C(C)(C)(C)OC(CCCN(CC(CCCCCCC(=O)OCC(CC)CC)O)CC(CCCCCCC(=O)OCC(CC)CC)O)=O Bis(2-ethylbutyl) 9,9'-((4-(tert-butoxy)-4-oxobutyl)azanediyl)bis(8-hydroxynonanoate)